ClC=1C(=NC(=CC1N)N1[C@H](CN(CC1)CC1COC1)C)F (S)-3-chloro-2-fluoro-6-(2-methyl-4-(oxetan-3-ylmethyl)piperazin-1-yl)pyridin-4-amine